COC=1C=C(C=C(C1)OC)CNC=1C(=NC=C(C1)N1CCOCC1)C#N 3-[(3,5-dimethoxyphenyl)methylamino]-5-morpholinopyridine-2-carbonitrile